C(C)(C)(C)OC(C[C@H](C(=O)O)CC1=C(C(=CC(=C1)F)F)F)=O (R)-4-(tert-butoxy)-4-oxo-2-(2,3,5-trifluorobenzyl)-butanoic acid